9,9-dimethyl-7-(methylsulfonyl)-2,3-dihydrooxazolo[3,2-a]indol CC1(C2N(C=3C=CC(=CC13)S(=O)(=O)C)CCO2)C